4-((4-(Difluoromethoxy)phenyl)(4-methoxypyridin-3-yl)amino)cyclohexane-1-carboxylic acid FC(OC1=CC=C(C=C1)N(C1CCC(CC1)C(=O)O)C=1C=NC=CC1OC)F